(S)-(6-(benzo[d]thiazol-2-ylmethoxy)-2-(3-hydroxy-3-methylpyrrolidine-1-carbonyl)quinolin-4-yl)-(piperidin-1-yl)methanone S1C(=NC2=C1C=CC=C2)COC=2C=C1C(=CC(=NC1=CC2)C(=O)N2C[C@@](CC2)(C)O)C(=O)N2CCCCC2